Sodium (S)-1-amino-1'-(1-(2,3-dichlorophenyl)-2-methyl-6-oxo-1,6-dihydropyrimidin-4-yl)-1,3-dihydrospiro[indene-2,4'-piperidine]-6-thiolate N[C@@H]1C2=CC(=CC=C2CC12CCN(CC2)C=2N=C(N(C(C2)=O)C2=C(C(=CC=C2)Cl)Cl)C)[S-].[Na+]